FC1=C(C=CC(=C1)F)C(CN1CCC(CC1)N1CCC(CC1)NC1=CC=C(C=C1)OCCN1CCOCC1)(CN1N=CN=C1)O 2-(2,4-difluorophenyl)-1-(4-((4-(2-morpholinoethoxy)phenyl)amino)-[1,4'-bipiperidin]-1'-yl)-3-(1H-1,2,4-triazol-1-yl)propan-2-ol